1,3-bis(2,4,6-trimethylphenyl)dihydroimidazoline CC1=C(C(=CC(=C1)C)C)N1CN(CC1)C1=C(C=C(C=C1C)C)C